O1CCOC2=C1C=CC(=C2)C=2C(=C(C=CC2)C2=CC=C(C(=N2)OC)CN2CC1CC(C1C2)O)C 3-[[6-[3-(2,3-dihydro-1,4-benzodioxin-6-yl)-2-methyl-phenyl]-2-methoxy-3-pyridyl]methyl]-3-azabicyclo[3.2.0]heptan-6-ol